FC1=C(C=CC=C1)NS(=O)(=O)C N-(2-fluorophenyl)methanesulfonamide